2,4-bis(trichloromethyl)-6-[2-(3,5-dipropoxyphenyl)ethenyl]-s-triazine ClC(C1=NC(=NC(=N1)C(Cl)(Cl)Cl)C=CC1=CC(=CC(=C1)OCCC)OCCC)(Cl)Cl